CCCC(O)C(CC)CO ethylhexanediol